(S)-4-(isothiocyanato-2-(4-nitrophenyl)ethyl)-2-phenylthiazole N(=C=S)[C@@H](CC=1N=C(SC1)C1=CC=CC=C1)C1=CC=C(C=C1)[N+](=O)[O-]